5-(6-fluoro-1-benzothiophen-3-yl)-3-methyl-2-[2-methyl-2-(oxan-2-yloxy)propoxy]pyrazine FC1=CC2=C(C(=CS2)C=2N=C(C(=NC2)OCC(C)(OC2OCCCC2)C)C)C=C1